CN(CCOCCN1C(C2=CC=CC=C2C1=O)=O)CC(F)(F)F 2-(2-(2-(Methyl-(2,2,2-trifluoroethyl)amino)ethoxy)ethyl)isoindoline-1,3-dione